O=C1NC(CCC1N1C(C2=CC=CC(=C2C1)NCCCCC(=O)O)=O)=O 5-((2-(2,6-dioxopiperidin-3-yl)-1-oxoisoindolin-4-yl)amino)pentanoic acid